tert-butyl (R,S)-((5-bromoisochroman-1-yl)methyl)(methyl)carbamate BrC1=C2CCO[C@H](C2=CC=C1)CN(C(OC(C)(C)C)=O)C